C1(CC1)C#C[C@@]1(NC(NC2=CC(=C(C=C12)F)CNC(=O)C=1N(C=CN1)C)=O)C(C)(F)F (S)-N-((4-(cyclopropylethynyl)-4-(1,1-difluoroethyl)-6-fluoro-2-oxo-1,2,3,4-tetrahydroquinazolin-7-yl)methyl)-1-methyl-1H-imidazole-2-carboxamide